ClC1=C(C=C(C=C1)CC1=NNC(C2=CC=CC=C12)=O)C1=CC2=C(NC(=N2)NC(OCC)=O)C=C1 Ethyl (5-(2-chloro-5-((4-oxo-3,4-dihydrophthalazin-1-yl)methyl)phenyl)-1H-benzoimidazol-2-yl)carbamate